tert-butyl ((1r,4r)-4-(6-cyano-1H-benzo[d]imidazole-2-carboxamido)cyclohexyl)carbamate C(#N)C=1C=CC2=C(NC(=N2)C(=O)NC2CCC(CC2)NC(OC(C)(C)C)=O)C1